NC1=C(CC2(OCCCO2)CC(=O)OC)C=C(C=C1)Cl methyl [2-(2-amino-5-chlorobenzyl)-1,3-dioxan-2-yl]acetate